C(C)(C)(C)NC1CN(CC1)C1=CC=C2C(=N1)OCC=1C=C(C=CC12)B1OC(C(O1)(C)C)(C)C N-tert-butyl-1-[8-(4,4,5,5-tetramethyl-1,3,2-dioxaborolan-2-yl)-6H-isochromeno[3,4-b]pyridin-3-yl]pyrrolidin-3-amine